di(trimethoxysilylpropyl) maleate C(\C=C/C(=O)OCCC[Si](OC)(OC)OC)(=O)OCCC[Si](OC)(OC)OC